O=CC=CC(=O)O 4-oxobut-2-enoic Acid